ClC1=C2C(=NC=C1)NCC2(CC(F)F)C=2C=C(C=CC2)N2C(CN(CC2)CCCN2CCNCC2)=O {3-[4-chloro-3-(2,2-difluoroethyl)-1H-pyrrolo[2,3-b]pyridin-3-yl]phenyl}-4-[3-(piperazin-1-yl)propyl]piperazin-2-one